CS(=O)(=O)OC1=CC2=C(COC(OC2)C=2N=C(SC2)C2CCN(CC2)C(CC2=C(C=CC(=C2)Cl)Cl)=O)C=C1 4-[4-(7-methylsulfonyloxy-1,5-dihydro-3H-2,4-benzodioxepin-3-yl)-2-thiazolyl]-1-[2-(2,5-dichlorophenyl)acetyl]piperidine